1-(4-(3-(3,5-dimethylisoxazol-4-yl)-5-methylphenoxy)-3,5-dimethylphenyl)-3-(2-(pyrrolidin-1-yl)ethyl)urea CC1=NOC(=C1C=1C=C(OC2=C(C=C(C=C2C)NC(=O)NCCN2CCCC2)C)C=C(C1)C)C